ClCC=1C=C(C=CC1)CC(=O)O 3-(chloromethyl)phenylacetic acid